tert-butyl 5-(3-((2-(4-ethoxy-4-oxobutanoyl)-6-methoxybenzo[b]thiophen-5-yl) oxy) propoxy)-6-methoxyisoindoline-2-carboxylate C(C)OC(CCC(=O)C1=CC2=C(S1)C=C(C(=C2)OCCCOC=2C=C1CN(CC1=CC2OC)C(=O)OC(C)(C)C)OC)=O